N[C@H](C(=O)NCCC1CCN(CC1)CC1=CC=C(C=C1)CN1C2=NC(=NC(=C2NC1=O)N)OCCCC)C (S)-2-amino-N-(2-(1-(4-((6-amino-2-butoxy-8-oxo-7H-purin-9(8H)-yl)methyl)benzyl)piperidin-4-yl)ethyl)propanamide